O1C(COCC1)COC=1C=NC=CC1C1=C(C=2C(NCCC2N1)=O)NC1=C(C(=CC=C1)F)C 2-[3-(1,4-dioxan-2-ylmethoxy)-4-pyridyl]-3-(3-fluoro-2-methyl-anilino)-1,5,6,7-tetrahydropyrrolo[3,2-c]pyridin-4-one